3-[3,6-Dimethyl-8-[(1R)-1-[(2-methyl-3-pyridyl)amino]ethyl]-4-oxo-chromen-2-yl]benzonitrile CC1=C(OC2=C(C=C(C=C2C1=O)C)[C@@H](C)NC=1C(=NC=CC1)C)C=1C=C(C#N)C=CC1